BrC1=NC(=CC=C1)CO[Si](C)(C)C(C)(C)C 2-bromo-6-[(tert-butyldimethylsilyl)oxy]methylpyridine